1-(6-((4-methoxybenzyl)amino)-7-(4-(trifluoromethyl)phenyl)-3,4-dihydroisoquinolin-2(1H)-yl)prop-2-en-1-one COC1=CC=C(CNC=2C=C3CCN(CC3=CC2C2=CC=C(C=C2)C(F)(F)F)C(C=C)=O)C=C1